3-((dimethylamino)methyl)-N,N-bis(3-methoxybenzyl)aniline CN(C)CC=1C=C(N(CC2=CC(=CC=C2)OC)CC2=CC(=CC=C2)OC)C=CC1